4-(6-Nitropyridin-3-yl)piperazine-1-carboxylic acid tert-butyl ester C(C)(C)(C)OC(=O)N1CCN(CC1)C=1C=NC(=CC1)[N+](=O)[O-]